ClC=1C=CC(=C(C1)N1CCN(CC1)C(\C=C/C1=CC=C(C=C1)S(F)(F)(F)(F)F)=O)C (Z)-1-(4-(5-chloro-2-methylphenyl)-piperazin-1-yl)-3-(4-(pentafluoro-λ6-sulfaneyl)phenyl)prop-2-en-1-one